7-chloro-2-naphthoamide ClC1=CC=C2C=CC(=CC2=C1)C(=O)N